2-(3'-Chloro-[1,1'-biphenyl]-2-yl)pyridine ClC=1C=C(C=CC1)C1=C(C=CC=C1)C1=NC=CC=C1